(((((1R,2S,5R)-2-carbamoyl-7-oxo-1,6-diazabicyclo[3.2.1]oct-6-yl) oxy) sulfonyl) oxy)-2,2,4,4-tetramethylpentyl propionate C(CC)(=O)OC(C(CC(C)(C)C)(C)C)OS(=O)(=O)ON1[C@@H]2CC[C@H](N(C1=O)C2)C(N)=O